1,3,5-tri(propan-2-yl)benzene CC(C)C1=CC(=CC(=C1)C(C)C)C(C)C